N-methyloleyl-propanamide CCCCCCCCC\C=C/CCCCCCCCNC(CC)=O